bicyclo[2.2.1]heptane-2,3-diamine C12C(C(C(CC1)C2)N)N